2-[4-[(2S,5R)-4-(2-cyclopropyl-2-methylpropanoyl)-2,5-dimethylpiperazin-1-yl]spiro[6H-pyrrolo[2,3-d]pyrimidine-5,1'-cyclobutane]-7-yl]pyridine-4-carbonitrile C1(CC1)C(C(=O)N1C[C@@H](N(C[C@H]1C)C=1C2=C(N=CN1)N(CC21CCC1)C1=NC=CC(=C1)C#N)C)(C)C